1-(4-((3,3-difluorocyclobutyl)methoxy)pyridin-2-yl)-3,3-dimethyl-N-(4-methyl-1,1-dioxidotetrahydro-2H-thiopyran-4-yl)-2-oxoindoline-5-carboxamide FC1(CC(C1)COC1=CC(=NC=C1)N1C(C(C2=CC(=CC=C12)C(=O)NC1(CCS(CC1)(=O)=O)C)(C)C)=O)F